tert-Butyl (R)-3-(1-([1,1'-biphenyl]-4-yl)-2-oxo-1,2-dihydro-3H-imidazo[4,5-b]pyridin-3-yl)pyrrolidine-1-carboxylate C1(=CC=C(C=C1)N1C(N(C2=NC=CC=C21)[C@H]2CN(CC2)C(=O)OC(C)(C)C)=O)C2=CC=CC=C2